OC1=NC=CC(=N1)C=1C=C(C=CC1)S(=O)(=O)NC([C@H](CC(C)C)NC(OC(C)(C)C)=O)=O (S)-tert-butyl (1-(3-(2-hydroxypyrimidin-4-yl)phenylsulfonamido)-4-methyl-1-oxopentan-2-yl)carbamate